4-(3-(benzyloxy)propanoyl)-4,5-dihydro-1H-benzo[e][1,4]diazepin-2(3H)-one C(C1=CC=CC=C1)OCCC(=O)N1CC(NC2=C(C1)C=CC=C2)=O